(1R,2S)-2-(3-[2H,3H-furo[2,3-c]pyridin-7-ylamino]-1H-indazol-6-yl)-5'-methoxy-1'H-spiro[cyclopropan-1,3'-indol]-2'-one O1CCC=2C1=C(N=CC2)NC2=NNC1=CC(=CC=C21)[C@@H]2C[C@@]21C(NC2=CC=C(C=C12)OC)=O